C(=O)(O)C(CC=1C=C(CN(C(CC=2C=C(C=CC2)CC(C(=O)O)C2CNCC2)=S)CCSC2=CC(=CC=C2)CC(C2CNCC2)C(=O)O)C=CC1)C1CNCC1 3-(3-(2-((3-(2-carboxy-2-(pyrrolidin-3-yl)ethyl)benzyl)(2-((3-(2-carboxy-2-(pyrrolidin-3-yl)ethyl)phenyl)thio)ethyl)amino)-2-thioxoethyl)phenyl)-2-(pyrrolidin-3-yl)propanoic acid